[N+](=O)([O-])C=1C=NNC1 4-nitro-pyrazol